ClC1=NC=C(C=N1)NC(=O)N[C@@H](C(C)C)C=1OC2=C(C1C)C=C(C=C2)F (S)-1-(2-Chloropyrimidin-5-yl)-3-(1-(5-fluoro-3-methylbenzofuran-2-yl)-2-methylpropyl)urea